cyclohexyl α-formyloxyisobutyrate C(=O)OC(C(=O)OC1CCCCC1)(C)C